(biphenyl-4-yl)9,9-dimethyl-N-(4-(9-phenyl-9H-carbazole-3-yl)phenyl)-9H-fluoren-2-amine C1(=CC=C(C=C1)C1=C(C=CC=2C3=CC=CC=C3C(C12)(C)C)NC1=CC=C(C=C1)C=1C=CC=2N(C3=CC=CC=C3C2C1)C1=CC=CC=C1)C1=CC=CC=C1